rac-(1S,2R)-1-(4-nitro-2-pyridyl)propane-1,2-diol [N+](=O)([O-])C1=CC(=NC=C1)[C@@H]([C@@H](C)O)O |r|